C(C)OCOC=1C=C(C#N)C=CC1C1=NN=C(C2=CC=CC=C12)N[C@H]1CN(CCC1)C(C)C (R)-3-(ethoxymethoxy)-4-(4-((1-isopropylpiperidin-3-yl)amino)phthalazin-1-yl)benzonitrile